(7-(2,3-dihydro-1H-inden-5-yl)-2-azaspiro[3.5]non-2-yl)((1s,3s)-3-hydroxy-3-methylcyclobutyl)methanone C1CCC2=CC(=CC=C12)C1CCC2(CN(C2)C(=O)C2CC(C2)(C)O)CC1